FC1=C(C(=O)OC)C(=CC=C1/C(/N)=N/O)OC methyl (Z)-2-fluoro-3-(N'-hydroxycarbamimidoyl)-6-methoxybenzoate